NC1=NC(=C(C(=N1)NCCCC)CC=1C=C(C(=O)NCCCC(=O)O)C=CC1OC)C 4-(3-((2-amino-4-(butylamino)-6-methylpyrimidin-5-yl)methyl)-4-methoxybenzamido)butanoic acid